FC(C(=O)[O-])(F)F.NC(=O)C1=CC=CC2=CN(N=C12)C1=CC=C(C=C1)NC(=O)C1[NH2+]CC(C1)C1=CC=CC=C1 2-[({4-[7-(aminocarbonyl)-2H-indazol-2-yl]phenyl}amino)carbonyl]-4-phenylpyrrolidinium trifluoroacetate